CC(C)(CCC(C)(OOC(C)(C)C)C)OOC(C)(C)C 2,5-dimethyl-2,5-di-(tert.-butylperoxy)-hexane